4-(6-Fluoro-1-(pyridin-4-ylmethyl)-1H-benzo[d]imidazol-2-yl)-6-methyl-1-tosyl-1H-pyrrolo[2,3-c]pyridin-7(6H)-one FC=1C=CC2=C(N(C(=N2)C=2C3=C(C(N(C2)C)=O)N(C=C3)S(=O)(=O)C3=CC=C(C)C=C3)CC3=CC=NC=C3)C1